BrC1=C(C=C(C(=C1)Cl)OC)C=1C=NN(C1)C1OCCCC1 4-(2-BROMO-4-CHLORO-5-METHOXY-PHENYL)-1-TETRAHYDROPYRAN-2-YL-PYRAZOLE